N-(4-([1,2,4]triazolo[4,3-c]pyrimidin-7-yloxy)-3-methylphenyl)-6-(5-((dimethylamino)methyl)furan-2-yl)-4-aminoquinazoline N=1N=CN2C=NC(=CC21)OC2=C(C=C(C=C2)N2CN=C(C1=CC(=CC=C21)C=2OC(=CC2)CN(C)C)N)C